OC=1C(=C(C=CC1)C=1C=C2CCN(CC2=CC1)C(=O)OCCCC)C=C butyl 6-(3-hydroxy-2-vinylphenyl)-3,4-dihydroisoquinoline-2(1H)-carboxylate